(E)-1-(propan-2-yl)-1H-pyrazol-4-amine CC(C)N1N=CC(=C1)N